FC1=NC=C(C=C1C=1N=NN(C1)CC=1N=C2N(C=C(C=C2)C=O)C1)N1CCCC1 2-((4-(2-fluoro-5-(pyrrolidin-1-yl)pyridin-3-yl)-1H-1,2,3-triazol-1-yl)methyl)Imidazo[1,2-a]pyridine-6-carboxaldehyde